OC1=C(N=CC2=CC(=CC=C12)OC1=CC=CC=C1)C(=O)NCC(=O)OCC ethyl (4-hydroxy-7-phenoxyisoquinoline-3-carbonyl)glycinate